COC1=CC=C(CN[C@H](CO)CC2=CC=C(C=C2)OCCOCCOCCOC)C=C1 (2S)-2-[(4-methoxybenzyl)amino]-3-(4-{2-[2-(2-methoxyethoxy)ethoxy]ethoxy}phenyl)propan-1-ol